C1(=CC=CC=C1)N1N=C(C(=C1)C=CC(=O)O)C1CNCCC1 3-(1-phenyl-3-(piperidin-3-yl)-1H-pyrazol-4-yl)acrylic acid